bi-1,3,2-dioxaborolan O1B(OCC1)B1OCCO1